N-{4-[(3-chloro-1-{[2-(trimethylsilyl)ethoxy]methyl}-1H-pyrrolo[2,3-b]pyridin-4-yl)oxy]-3,5-difluorophenyl}-4,5-dihydro-1,3-thiazol-2-amine ClC1=CN(C2=NC=CC(=C21)OC2=C(C=C(C=C2F)NC=2SCCN2)F)COCC[Si](C)(C)C